CN(P([O-])=O)C N,N-DIMETHYLPHOSPHONAMIDATE